ClC1=NC=C(C(=N1)C1=C(C2=NN(C(=C2S1)C1(OCCO1)C)C)C)F (2-chloro-5-fluoropyrimidin-4-yl)-2,6-dimethyl-3-(2-methyl-1,3-dioxolan-2-yl)-2H-thieno[3,2-c]pyrazole